(2S,4r)-1-[(2S)-2-(4-cyclopropyl-triazol-1-yl)-3,3-dimethyl-butyryl]-4-hydroxy-N-[2-methyl-2-(4-pyridinyl)propyl]pyrrolidine-2-carboxamide C1(CC1)C=1N=NN(C1)[C@H](C(=O)N1[C@@H](C[C@H](C1)O)C(=O)NCC(C)(C1=CC=NC=C1)C)C(C)(C)C